NC=1C=2N(C3=CC(=C(C=C3N1)F)C(=O)N(CC=1N=C3N(C=C(C=C3)C(F)(F)F)C1)C=1N(N=CC1F)C)C(=NC2)C 4-amino-7-fluoro-N-(4-fluoro-2-methyl-pyrazol-3-yl)-1-methyl-N-[[6-(trifluoromethyl)imidazolo[1,2-a]pyridin-2-yl]methyl]imidazolo[1,5-a]quinoxalin-8-carboxamide